bis(1-aminopentyl)dihexylphosphine imidazolium salt N1C=[NH+]C=C1.NC(CCCC)C(CCCCCPCCCCCC)C(CCCC)N